D-3-acetylmercapto-2-methylpropionic acid sodium salt [Na+].C(C)(=O)SCC(C(=O)[O-])C